C(C)C1CN(C1)C(=O)NCC1=C(C=C(C=C1)C1=NC(=NC=C1)NC=1C=NN(C1)C)C 3-ethyl-N-(2-methyl-4-(2-((1-methyl-1H-pyrazol-4-yl)amino)pyrimidin-4-yl)benzyl)azetidine-1-carboxamide